7-bromo-1-(6-fluoropyridin-3-yl)-2'-methyl-1H,2'H-3,4'-biindazole BrC=1C=CC=C2C(=NN(C12)C=1C=NC(=CC1)F)C=1C2=CN(N=C2C=CC1)C